BrC1=C(C=C(C=C1)CC(C)(O)C)F 1-(4-bromo-3-fluorophenyl)-2-methylpropane-2-ol